C(C)(C)(C)OC(NCCCCCNC([C@H](COC(C)(C)C)N1C(C=CC1=O)=O)=O)=O (S)-(5-(3-(tert-butoxy)-2-(2,5-dioxo-2,5-dihydro-1H-pyrrol-1-yl)propanamido)pentyl)carbamic acid tert-butyl ester